CC12C(C(C(CC1)C2)(C)C)OC(C2=CC=C(C=C2)OC)=O 1,3,3-Trimethylbicyclo[2.2.1]heptan-2-yl-4-methoxybenzoat